4-oxo-4-[(tetrahydro-2-oxo-3-thiophenyl)amino]-butyric acid O=C(CCC(=O)O)NC1C(SCC1)=O